N-{[1,1'-Biphenyl]-4-yl}-N-[4-(9-{[1,1'-biphenyl]-4-yl}-9-phenyl-9H-fluoren-4-yl)phenyl]-9,9-dimethyl-9H-fluorene-2-amine C1(=CC=C(C=C1)N(C1=CC=2C(C3=CC=CC=C3C2C=C1)(C)C)C1=CC=C(C=C1)C1=CC=CC=2C(C3=CC=CC=C3C12)(C1=CC=CC=C1)C1=CC=C(C=C1)C1=CC=CC=C1)C1=CC=CC=C1